N1CCC2C1CN(C2)C(=O)OC(C)(C)C tert-butyl octahydropyrrolo[2,3-c]pyrrole-5-carboxylate